C(CCC)C1=CC=C(C=C1)NC1=CC=CC=2C(C3=CC=CC=C3C(C12)=O)=O (4-n-butylphenyl)aminoanthracene-9,10-dione